ClC1=CC=C(C=C1)C1=CC(=NC(=N1)C=1C=NC=CC1)NCCN1CCCCC1 6-(4-chlorophenyl)-N-(2-(piperidin-1-yl)ethyl)-2-(pyridin-3-yl)pyrimidin-4-amine